tetracarboxyl-phenyl-iron C(=O)(O)C=1C(=C(C(=C(C1)[Fe])C(=O)O)C(=O)O)C(=O)O